(R)-N-(1-(2-Fluoro-3-(trifluoromethyl)phenyl)ethyl)-3-(4-isopropylpiperazin-1-yl)-7-methylpyrimido[4,5-c]pyridazin-5-amine FC1=C(C=CC=C1C(F)(F)F)[C@@H](C)NC=1N=C(N=C2N=NC(=CC21)N2CCN(CC2)C(C)C)C